S=C/1NC(S\C1=C/C1=CC(=CC=C1)C(F)(F)F)=O (Z)-4-thioxo-5-(3-(trifluoromethyl)benzylidene)thiazolidin-2-one